C1=CN=C2C3=C(N=CC=C13)N1C(CO2)=C2C=CC(=C1)N2C(=O)[O-] 5H-6,9-epiminoazepino[2',1':3,4][1,4]oxazepino[5,6,7-ij][2,7]naphthyridine-15-carboxylate